C(C(C)N1CC(OC(C1)=O)=O)N1CC(OC(C1)=O)=O 4,4'-(propane-1,2-diyl)bis(morpholine-2,6-dione)